tert-butyl 3-(4-((8-(tert-butoxy)-8-oxooctyl)amino)-1-oxoisoindolin-2-yl)-2,6-dioxopiperidine-1-carboxylate C(C)(C)(C)OC(CCCCCCCNC1=C2CN(C(C2=CC=C1)=O)C1C(N(C(CC1)=O)C(=O)OC(C)(C)C)=O)=O